vinylcyclohexene monooxide C(=C)C12C(CCCC1)O2